The molecule is a monosaccharide sulfate that is D-glucuronic acid esterified at O-3 by sulfuric acid. It derives from an aldehydo-D-glucuronic acid. C(=O)[C@@H]([C@H]([C@@H]([C@@H](C(=O)O)O)O)OS(=O)(=O)O)O